lithium bis[6-ethoxymethoxy-1,3-dimethylhexyl]copper C(C)OCOCCCC(CC(C)[Cu]C(CC(CCCOCOCC)C)C)C.[Li]